C(C1=CC=CC=C1)N(C(=O)NC[C@@H](C(=O)OCC1=CC=CC=C1)NC(=O)C=1C(=C2CCN(C(C2=CC1Cl)=O)CC1=CC(=CC=C1)F)Cl)C benzyl (2S)-3-[[benzyl(methyl)carbamoyl]amino]-2-[[5,7-dichloro-2-[(3-fluorophenyl)methyl]-1-oxo-3,4-dihydroisoquinoline-6-carbonyl]amino]propanoate